C1(=CC=CC=C1)SC1=CC=C(OC2CN(C2)C=2C(=C(C(=O)O)C=CC2)N2C=CC=C2)C=C1 3-(3-(4-(phenylthio)phenoxy)azetidin-1-yl)-2-(1H-pyrrol-1-yl)benzoic acid